methyl 1-(5-((4-fluorobenzyl)oxy)-2,3-dihydro-1H-inden-1-yl)azetidine-3-carboxylate FC1=CC=C(COC=2C=C3CCC(C3=CC2)N2CC(C2)C(=O)OC)C=C1